4-chlorobenzyl (4-(1-(4-methyloxazole-2-carboxamido)ethyl)phenyl)carbamate CC=1N=C(OC1)C(=O)NC(C)C1=CC=C(C=C1)NC(OCC1=CC=C(C=C1)Cl)=O